4-(2-hexyldecyl)-2-methylthiophene C(CCCCC)C(CC=1C=C(SC1)C)CCCCCCCC